3-(3-chloropropyl)-8-((6-chloropyridin-3-yl)methyl)pyrido[2,3-d]pyrimidin-2,4(3H,8H)-dione ClCCCN1C(N=C2C(C1=O)=CC=CN2CC=2C=NC(=CC2)Cl)=O